N1CC(C1)=CC(=O)O AZETIDIN-3-YLIDENEACETIC ACID